N-(2-methoxy-5-methyl-4-((1-methyl-1H-benzo[d]imidazol-5-yl)oxy)phenyl)-6-(methyl-sulfinyl)pyrimido[5,4-d]pyrimidin-4-amine COC1=C(C=C(C(=C1)OC1=CC2=C(N(C=N2)C)C=C1)C)NC=1C2=C(N=CN1)C=NC(=N2)S(=O)C